methyl (Z)-[4-[3-(4-chlorophenyl)-3-(4-iodophenyl)allyloxy]-2-methylphenoxy]acetate ClC1=CC=C(C=C1)/C(=C/COC1=CC(=C(OCC(=O)OC)C=C1)C)/C1=CC=C(C=C1)I